(4s,5r)-methyl-5-(2-chlorophenyl)-2,2-dimethyl-1,3-dioxolane-4-carboxylate COC(=O)[C@H]1OC(O[C@@H]1C1=C(C=CC=C1)Cl)(C)C